C(C)C=1C=C(C=C(C1)C1=NC=2C=CC3=C(C2C=C1)C1=C(S3)C(N[C@@H](CN1)C)=O)N1CCN(CC1)C(=O)OC(C)(C)C (R)-tert-butyl 4-(3-ethyl-5-(10-methyl-8-oxo-9,10,11,12-tetrahydro-8H-[1,4]diazepino[5',6':4,5]thieno[3,2-f]quinolin-3-yl)phenyl)piperazine-1-carboxylate